OC1(CCN(CC1)C)C1=NC(=C(N=C1C)C)C (R)-(4-hydroxy-1-methylpiperidin-4-yl)(3,5,6-trimethylpyrazine)